ClC1=NN(C=C1C1=NC=CC(=N1)NC=1N=CC2=C(C=C(C(=C2C1)[C@H](C)OC)F)N1[C@@H]([C@H](C1)CS(=O)(=O)C)C)C N-(2-(3-chloro-1-methyl-1H-pyrazol-4-yl)pyrimidin-4-yl)-6-fluoro-5-((S)-1-methoxyethyl)-8-((2R,3S)-2-methyl-3-((methylsulfonyl)methyl)azetidin-1-yl)isoquinolin-3-amine